FC=1C(=C2C(=NC1)NC=C2C(=O)C2=C(C=C(C=C2)OC2=C(C=CC=C2)F)F)N[C@H]2CO[C@@H](CC2)CO (5-fluoro-4-(((3R,6S)-6-(hydroxymethyl)tetrahydro-2H-pyran-3-yl)amino)-1H-pyrrolo[2,3-b]pyridin-3-yl)(2-fluoro-4-(2-fluorophenoxy)phenyl)methanone